N-[4-(4-amino-7-piperidin-4-ylpyrrolo[2,1-f][1,2,4]triazin-5-yl)phenyl]-1-ethyl-3-(4-fluorophenyl)-2,4-dioxo-1,2,3,4-tetrahydropyrimidine-5-carboxamide NC1=NC=NN2C1=C(C=C2C2CCNCC2)C2=CC=C(C=C2)NC(=O)C=2C(N(C(N(C2)CC)=O)C2=CC=C(C=C2)F)=O